ClC=1C=NC(=C(C(=O)NC2CCC(CC2)CN2C(N(C3=C2C=CC=C3)C3=NC=C(C=C3)N3C(CCC3)=O)=O)C1)C(F)F 5-chloro-2-(difluoromethyl)-N-((1r,4r)-4-((2-oxo-3-(5-(2-oxopyrrolidin-1-yl)pyridin-2-yl)-2,3-dihydro-1H-benzo[d]imidazol-1-yl)methyl)cyclohexyl)nicotinamide